2-[6-(3-amino-piperidin-1-yl)-3-methyl-2,4-dioxo-3,4-dihydro-2H-pyrimidin-1-ylmethyl]-4-fluorobenzonitrile succinate C(CCC(=O)O)(=O)O.NC1CN(CCC1)C1=CC(N(C(N1CC1=C(C#N)C=CC(=C1)F)=O)C)=O